CC1CC(CCCCCCCCCCCC1)=O 3-methyl-cyclopentadecanone